1-[(4-Methylphenyl)methyl]-N-{4-[3-(4-methyl-phenyl)-1,2,4-oxadiazol-5-yl]phenyl}-5-oxopyrrolidine-3-carboxamide CC1=CC=C(C=C1)CN1CC(CC1=O)C(=O)NC1=CC=C(C=C1)C1=NC(=NO1)C1=CC=C(C=C1)C